N-oxalyl-glycine C(C(=O)O)(=O)NCC(=O)O